[Mg].[Al].[Ni].[Li] lithium nickel aluminum magnesium